ClC1=CC=C(C=C1)C=1C(=CC=CC1)C(=O)N1CC2N(C(C1)C2)CC=2C(=C1CN(C(C1=CC2)=O)C2C(NC(CC2)=O)=O)F 3-(5-((3-(4'-chloro-[1,1'-biphenyl]-2-carbonyl)-3,6-diazabicyclo[3.1.1]heptan-6-yl)methyl)-4-fluoro-1-oxoisoindolin-2-yl)piperidine-2,6-dione